1-{(2E)-3-[1-(methylsulfonyl)piperidin-4-yl]prop-2-enoyl}-5,6-dihydropyridin-2(1H)-one CS(=O)(=O)N1CCC(CC1)/C=C/C(=O)N1C(C=CCC1)=O